(S)-1-cyclopropyl-6,8-difluoro-7-(octahydropyrrolo[1,2-a]pyrazinyl)-1,4-dihydro-4-oxoquinoline-3-carboxylic acid C1(CC1)N1C=C(C(C2=CC(=C(C(=C12)F)[C@H]1C2N(CCN1)CCC2)F)=O)C(=O)O